(3S)-1-[6-[[2-(Trifluoromethyl)phenyl]sulfonylamino]-2-azaspiro[3.3]heptane-2-carbonyl]pyrrolidine-3-carboxamide FC(C1=C(C=CC=C1)S(=O)(=O)NC1CC2(CN(C2)C(=O)N2C[C@H](CC2)C(=O)N)C1)(F)F